COCOC1=C(C=C(CNC2=C(C=NC3=CC=CC=C23)[N+](=O)[O-])C=C1)C N-(4-(Methoxymethoxy)-3-methylbenzyl)-3-nitroquinolin-4-amine